5-chloromethyl-2-(4-fluorophenyl)benzofuran ClCC=1C=CC2=C(C=C(O2)C2=CC=C(C=C2)F)C1